[Cr].O water, chromium salt